FC=1C=C(C2=C(C(=NO2)C(C(=O)OC)(C)C)C1)C methyl 2-(5-fluoro-7-methylbenzo[d]isoxazol-3-yl)-2-methylpropanoate